[2H]COC1=C(C=C(C=N1)C1=CC=C2C(=NNC2=C1)C(=O)NC[2H])C(N[C@@H](C)C1=CC(=CC=C1)C(F)(F)F)=O 6-[6-(deutero)methoxy-5-{[(1S)-1-[3-(trifluoromethyl)phenyl]ethyl]carbamoyl}pyridin-3-yl]-N-(deutero)methyl-1H-indazole-3-carboxamide